COC=1C=C2CCNCC2=CC1NC1=NC2=CC(=CC=C2C=N1)C=1C=C(C=CC1)O 3-{2-[(6-methoxy-1,2,3,4-tetrahydroisoquinolin-7-yl)amino]quinazolin-7-yl}phenol